tert-butyl 4-(4-(1-fluoro-1-((3-fluorophenyl) sulfonyl) ethyl) piperidine-1-carboxamido)-1H-pyrazole-1-carboxylate FC(C)(S(=O)(=O)C1=CC(=CC=C1)F)C1CCN(CC1)C(=O)NC=1C=NN(C1)C(=O)OC(C)(C)C